[phenyl (benzoxy-L-alaninyl)]-phosphate C1(=CC=CC=C1)N([C@@H](C)C(=O)OP(=O)([O-])[O-])OCC1=CC=CC=C1